FC=1C=C(C=CC1C1=C(C(=NO1)C)NC(=O)O[C@H](C)C1=CC=CC=C1)C12COC(CC1)(CC2)CC(=O)O 2-(4-(3-fluoro-4-(3-methyl-4-((((R)-1-phenylethoxy)carbonyl)amino)isoxazol-5-yl)phenyl)-2-oxabicyclo[2.2.2]octan-1-yl)acetic acid